(R)-2-(1-(6-(5-((((3,3-difluorocyclobutyl)(methyl)carbamoyl)oxy)methyl)-1-methyl-1H-1,2,3-triazol-4-yl)-2-ethylpyridin-3-yl)piperidin-3-yl)acetic acid FC1(CC(C1)N(C(=O)OCC1=C(N=NN1C)C1=CC=C(C(=N1)CC)N1C[C@H](CCC1)CC(=O)O)C)F